tert-butyl (2-(6-methoxybenzofuran-3-yl)ethyl)carbamate COC1=CC2=C(C(=CO2)CCNC(OC(C)(C)C)=O)C=C1